P(=O)(OCCCCCCCCCC)(OCCCCCCCN(CCCCCCCCCC)CCCCCCCCCC)[O-] decyl (7-(didecylamino)heptyl) phosphate